(E)-4-bromo-1-morpholinylbut-2-en-1-one BrC/C=C/C(=O)N1CCOCC1